6-(6-(1-((1R,2R,3R,5S)-2-fluoro-8-azabicyclo[3.2.1]octan-3-yl)vinyl)-1,2,4-triazin-3-yl)isoquinolin-7-ol F[C@H]1[C@H]2CC[C@@H](C[C@@H]1C(=C)C1=CN=C(N=N1)C=1C=C3C=CN=CC3=CC1O)N2